2,3,3-trimethyl-3H-indol-1-ium CC1=[NH+]C2=CC=CC=C2C1(C)C